1-(3,8-diazabicyclo[3.2.1]octan-3-yl)-6-(3-hydroxynaphthalen-1-yl)-3-(((S)-1-methylpyrrolidin-2-yl)methoxy)-5,6,7,8-tetrahydro-2,6-naphthyridine-4-carbonitrile hydrochloride Cl.C12CN(CC(CC1)N2)C2=NC(=C(C=1CN(CCC21)C2=CC(=CC1=CC=CC=C21)O)C#N)OC[C@H]2N(CCC2)C